C(C#CC)N1N=C(C2=CC=CC=C12)C(=O)NC=1C=C(C(=O)NC2=C(C=C(C=C2)F)CC(=O)OC(C)(C)C)C=CC1N1CCCCC1 tert-butyl 2-(2-(3-(1-(but-2-yn-1-yl)-1H-indazole-3-carboxamido)-4-(piperidin-1-yl)benzamido)-5-fluorophenyl)acetate